COC(C(C(C1=CC=CC=C1)(F)F)=O)=O 3,3-difluoro-2-oxo-3-phenyl-propionic acid methyl ester